NC1=C2N=C(N(C2=NC=N1)CCC(=O)NC)SC1=CC2=C(CCO2)C=C1I 3-[6-Amino-8-(5-iodo-2,3-dihydro-benzofuran-6-ylsulfanyl)-purin-9-yl]-N-methyl-propionamide